Trans-3-[5-chloro-2-(8-chloro-4-oxo-chromen-2-yl)-4-methyl-phenoxy]cyclobutane-carboxylic acid ClC=1C(=CC(=C(O[C@@H]2C[C@H](C2)C(=O)O)C1)C=1OC2=C(C=CC=C2C(C1)=O)Cl)C